trans-tert-butyl 2-(6-chloro-5'-methoxy-2'-(methylcarbamoyl)-[2,4'-bipyridin]-4-yl)-3-methylmorpholine-4-carboxylate ClC1=CC(=CC(=N1)C1=CC(=NC=C1OC)C(NC)=O)[C@H]1[C@@H](N(CCO1)C(=O)OC(C)(C)C)C